N1C(C1)C(=O)N aziridine-2-carboxamide